OCCS(=O)(=O)C=1C=CC(=C(C1)C1=CN(C(C2=CC=C(C=C12)C=1C=NN(C1)C)=O)C)OC 4-[5-(2-hydroxyethylsulfonyl)-2-methoxyphenyl]-2-methyl-6-(1-methylpyrazol-4-yl)isoquinolin-1-one